6-bromo-5-fluoro-N-((3R,4R)-3-fluoro-1-(methylsulfonyl)piperidin-4-yl)-7-(1,1,1-trifluoropropan-2-yl)pyrrolo[2,1-f][1,2,4]triazin-2-amine BrC=1C(=C2C=NC(=NN2C1C(C(F)(F)F)C)N[C@H]1[C@@H](CN(CC1)S(=O)(=O)C)F)F